3-amino-N,N,1-trimethyl-6-(pyrrolidin-1-yl)-1H-pyrazolo[3,4-b]pyridine-5-carboxamide NC1=NN(C2=NC(=C(C=C21)C(=O)N(C)C)N2CCCC2)C